tert-Butyl (E)-(4-(4-(2-Fluoroethoxy)-3-nitrostyryl)phenyl)-(methyl)carbamate FCCOC1=C(C=C(/C=C/C2=CC=C(C=C2)N(C(OC(C)(C)C)=O)C)C=C1)[N+](=O)[O-]